FC1=CC(=CN(C1=O)C)C(=O)O 5-fluoro-1-methyl-6-oxo-1,6-dihydropyridine-3-carboxylic acid